FC(C1CC(C1)CN1N=C(N=C1)C(=O)O)(F)F 1-(((1R,3R)-3-(trifluoromethyl)cyclobutyl)methyl)-1H-1,2,4-triazole-3-carboxylic acid